tert-butyl N-[(trans)-4-{[4-(4-{[4-(2,2,2-trifluoroethanesulfonamido)naphthalen-1-yl]oxy}-1,3-thiazol-5-yl)pyrimidin-2-yl]amino}cyclohexyl]carbamate FC(CS(=O)(=O)NC1=CC=C(C2=CC=CC=C12)OC=1N=CSC1C1=NC(=NC=C1)N[C@@H]1CC[C@H](CC1)NC(OC(C)(C)C)=O)(F)F